tert-Butyl N-[4-[5-chloro-7-[(3S)-tetrahydrofuran-3-yl]oxy-1,3-dihydrofuro[3,4-f]quinolin-4-yl]-3-cyano-7-fluoro-benzothiophen-2-yl]carbamate ClC=1C(=C2C(=C3C=CC(=NC13)O[C@@H]1COCC1)COC2)C2=CC=C(C1=C2C(=C(S1)NC(OC(C)(C)C)=O)C#N)F